C(C)(C)(C)C=1C=CC(=C(N)C1)O[C@@H](CC)CCC (S)-5-(TERT-BUTYL)-2-(HEXAN-3-YLOXY)ANILINE